tert-butyl ((1s,3s)-3-((3-(4-((3-(1-(cyanomethyl)-3-(trifluoromethyl)-1H-pyrazol-4-yl)imidazo[1,2-a]pyrazin-8-yl)amino)-2-ethylbenzamido)propyl)carbamoyl)cyclobutyl)carbamate C(#N)CN1N=C(C(=C1)C1=CN=C2N1C=CN=C2NC2=CC(=C(C(=O)NCCCNC(=O)C1CC(C1)NC(OC(C)(C)C)=O)C=C2)CC)C(F)(F)F